2-methyl-1,2-epoxypropane CC1(CO1)C